CC1(CCCCC1)CNCC=1C=CC=2N(C1)C=C(N2)CNC(=O)C=2N=C1N(C(C2)=O)C=CC=C1 N-((6-({[(1-methylcyclohexyl)methyl]amino}methyl)imidazo[1,2-a]pyridin-2-yl)methyl)-4-oxo-4H-pyrido[1,2-a]pyrimidine-2-carboxamide